C(C)(C)(C)OC(=O)N(C1C=CCC(C1)C(=O)[O-])C(=O)OC(C)(C)C 5-[bis(tert-butoxycarbonyl)amino]cyclohex-3-ene-1-carboxylate